C1(CCCCC1)NC([C@@H]([C@H](C(=O)NC1CCCCC1)O)O)=O (2R,3R)-N1,N4-dicyclohexyl-2,3-dihydroxysuccinamide